C(C)(C)(C)S(=O)(=O)C=1C(=CC=2N(C1)C(=CN2)N2N=CC(=C2)N(C(OC(C)(C)C)=O)C)OC tert-butyl (1-(6-(tert-butylsulfonyl)-7-methoxyimidazo[1,2-a]pyridin-3-yl)-1H-pyrazol-4-yl)(methyl)carbamate